2-chloro-1,3-difluoro-5-methyl-benzene ClC1=C(C=C(C=C1F)C)F